N1=CN=CC(=C1)C(=C)C=1SC=C(N1)CO (2-(1-(pyrimidin-5-yl)vinyl)thiazol-4-yl)methanol